NC1=C2C(=NC=3CCCCC13)N(C=1C=CC(=CC12)OC)CCCC(C)C 5-(11-amino-9-methoxy-1,2,3,4-tetrahydro-6H-indolo[2,3-b]quinolin-6-yl)-2-methylpentane